FC1=CC=C(C=C1)CN(C1=CC(=NN1C(=O)C=1OC=CC1)C1CN(CC1C)C(=O)N1CC(CC1)O)C 1-[3-(5-{[(4-fluorophenyl)methyl](methyl)amino}-1-(furan-2-carbonyl)-1H-pyrazol-3-yl)-4-methylpyrrolidine-1-carbonyl]pyrrolidin-3-ol